(R)-N-(4-fluoro-1,3-dihydrospiro[indene-2,4'-piperidine]-3-yl)-2-methylpropane-2-sulfinamide trifluoroacetate FC(C(=O)O)(F)F.FC1=C2C(C3(CCNCC3)CC2=CC=C1)N[S@](=O)C(C)(C)C